4-methyl-1-[(4-methylsulfonylmorpholin-2-yl)methyl]-5-[[2-[6-(2,2,2-trifluoroethyl)quinazolin-4-yl]-2,7-diazaspiro[3.5]nonan-7-yl]methyl]indole-2-carbonitrile CC1=C2C=C(N(C2=CC=C1CN1CCC2(CN(C2)C2=NC=NC3=CC=C(C=C23)CC(F)(F)F)CC1)CC1CN(CCO1)S(=O)(=O)C)C#N